C(CCNC(CO)(CO)CO)NC(CO)(CO)CO 2,2'-[Propane-1,3-diylbis(azanediyl)]bis[2-(hydroxymethyl)propane-1,3-diol]